CC=1C=C2C(CCO2)=C(C1)O 6-methyl-2,3-dihydrobenzofuran-4-ol